FC(COC1=C(C=CC(=N1)NC=1C=2N(N=C(C1)N[C@@H]1[C@H](CCCC1)O)C(=CN2)C#N)C(=O)N2[C@@H](COC[C@@H]2C)C)F 8-{[6-(2,2-Difluoroethoxy)-5-[(3R,5S)-3,5-dimethylmorpholin-4-carbonyl]pyridin-2-yl]amino}-6-{[(1S,2S)-2-hydroxycyclohexyl]amino}imidazo[1,2-b]pyridazin-3-carbonitril